COC1=NC=C(C=N1)C=1N=CC(=NC1)N(C(=O)N)[C@@H]1CC[C@H](CC1)NC1=NC=C(C(=N1)OC1COC1)C(F)(F)F 1-(5-(2-methoxypyrimidin-5-yl)pyrazin-2-yl)-1-(trans-4-((4-((oxetan-3-yl)oxy)-5-(trifluoromethyl)pyrimidin-2-yl)amino)cyclohexyl)urea